N1(C=NC=C1)C1=CC=C(C=C1)C1=CC(=NN1)NC1=CC(=C(C=C1)O)F 4-((5-(4-(1H-imidazol-1-yl)phenyl)-1H-pyrazol-3-yl)amino)-2-fluorophenol